2-(1-(((cis)-4-(tert-butoxycarbonyl)-6,6-difluorohexahydropyrrolo[3,2-b]pyrrol-1(2H)-yl)methyl)cyclopropyl)acetic acid C(C)(C)(C)OC(=O)N1CC([C@@H]2N(CC[C@@H]21)CC2(CC2)CC(=O)O)(F)F